BrC=1C=CC2=C(N=C(S2)C23CC(C2)(C3)C(=O)NC(=O)N3N=C(C=C3)C(C)(S(=O)(=O)C)C)C1 N-[3-(5-bromo-1,3-benzothiazol-2-yl)-1-bicyclo[1.1.1]pentanoyl]-3-(1-methyl-1-methanesulfonyl-ethyl)pyrazole-1-carboxamide